3-hexylnonyl 6-((2,3-dihydroxypropyl)amino)hexanoate OC(CNCCCCCC(=O)OCCC(CCCCCC)CCCCCC)CO